C(C)(C)(C)OCC(C)O tertiary butoxy-2-propanol